FC1=CC=C(C=C1)[C@H]1[C@@H](CNCC1)COC=1C=CC(=C(C(=O)O)C1)OC 5-(((3S,4R)-4-(4-fluorophenyl)piperidin-3-yl)methoxy)-2-methoxybenzoic acid